ACEPHENANTHRYLEN C1=CC=C2C=CC3=CC4=CC=CC=C4C1=C23